C(C)OC(C(N1C[C@@H](CC1)OCCCCC1=NC=2NCCCC2C=C1)C=1C(=NC=CC1)C1CCC1)=O 2-(2-Cyclobutylpyridin-3-yl)-2-((R)-3-(4-(5,6,7,8-tetrahydro-1,8-naphthyridin-2-yl)butoxy)pyrrolidin-1-yl)acetic acid ethyl ester